N(=[N+]=[N-])CC1=CN=CC(=N1)N1C(NC(CC1)=O)=O 1-(6-(azidomethyl)pyrazine-2-yl)dihydropyrimidine-2,4(1H,3H)-dione